C(C)(=O)OC(C(=O)C1=C(C=C(C=C1)F)Br)CC=1C=NN(C1)CC 1-(2-bromo-4-fluorophenyl)-3-(1-ethyl-1H-pyrazol-4-yl)-1-oxopropan-2-yl acetate